1-[6-(1-Hydroxy-1-methyl-ethyl)-2-pyridyl]-2-methyl-6-methylsulfanyl-pyrazolo[3,4-d]pyrimidin-3-one OC(C)(C)C1=CC=CC(=N1)N1N(C(C=2C1=NC(=NC2)SC)=O)C